C(C)(C)OC=1C=CC(=C(C1)C(C(=O)O)N1C[C@@H](CC1)OCCCCCC1=NC=2NCCCC2C=C1)OC 2-(5-isopropoxy-2-methoxyphenyl)-2-((R)-3-((5-(5,6,7,8-tetrahydro-1,8-naphthyridin-2-yl)pentyl)oxy)pyrrolidin-1-yl)acetic acid